3-[6-(3-cyclopropyl-2-fluorophenoxy)-3-methyl-1,2,4-triazin-5-yl]-5-(3,4-dimethylbenzyl)-5,6-dihydro-4H-1,2,4-oxadiazine C1(CC1)C=1C(=C(OC2=C(N=C(N=N2)C)C2=NOCC(N2)CC2=CC(=C(C=C2)C)C)C=CC1)F